CC(C)(C)[S@@](=O)N[C@H](CC=C)CC(C)C (R)-2-Methyl-N-((S)-6-methylhept-1-en-4-yl)propane-2-sulfinamide